ClC1=NC=C(C(=C1)C1=NN2C(C=N1)=CC=C2)OC 2-(2-chloro-5-methoxypyridin-4-yl)pyrrolo[2,1-f][1,2,4]triazine